2-hydroxyethylaspartamid OCCN[C@@H](CC(=O)N)C(=O)N